N[C@H]1CS(C2=C(N(C1=O)CC1=CC=C(C=C1)OC1=CC=CC=C1)C=C(C(=C2)F)C2=NOC(=N2)C2(OCCC2)CO)(=O)=O (3R)-3-amino-8-fluoro-7-[5-[2-(hydroxymethyl)tetrahydrofuran-2-yl]-1,2,4-oxadiazol-3-yl]-1,1-dioxo-5-[(4-phenoxyphenyl)methyl]-2,3-dihydro-1λ6,5-benzothiazepin-4-one